(2-(Chloromethyl)-4-(dibenzylamino)phenyl)methanol Hydrochloride Cl.ClCC1=C(C=CC(=C1)N(CC1=CC=CC=C1)CC1=CC=CC=C1)CO